FC(C=1C=C(C=CC1)CCCO)(F)F 3-(3-(trifluoromethyl)phenyl)propan-1-ol